methyl 2-(6-bromo-4-iodo-1-oxo-phthalazin-2-yl)acetate BrC=1C=C2C(=NN(C(C2=CC1)=O)CC(=O)OC)I